C1(CC1)C1=NC=NC(=C1C1=NN2C(C(=N1)NCC1=CC=C(C=C1)C=1N(C=C(N1)C(F)(F)F)CC1CC1)=NC=C2)OC 2-(4-cyclopropyl-6-methoxypyrimidin-5-yl)-N-(4-(1-(cyclopropylmethyl)-4-(trifluoromethyl)-1H-imidazol-2-yl)benzyl)imidazo[2,1-f][1,2,4]triazin-4-amine